N1=CC(=CC=C1)CNC(OCCC=1C(OC2=CC(=CC=C2C1C)N(CC)CC)=O)=O 2-(7-(diethylamino)-4-methyl-2-oxo-2H-chromen-3-yl)ethyl (pyridin-3-ylmethyl)carbamate